3-(chlorosulfonyl)-4-isopropylbenzoic acid ClS(=O)(=O)C=1C=C(C(=O)O)C=CC1C(C)C